O=C1NCC2=CC(=CC=C12)CN1CCN(CC1)CC1=NC=C(N=C1)C1=CC=CC=C1 1-oxo-5-((4-((5-phenylpyrazin-2-yl)methyl)piperazin-1-yl)methyl)isoindoline